N7-(2H3)methyl-N7-[2-{4-[4-({2-[(2H3)methyloxy](2H4)ethyl}oxy)phenyl]piperazin-1-yl}(2H4)ethyl]-2-(1,3-oxazol-2-yl)[1,2,4]triazolo[1,5-c]pyrimidine-5,7-diamine C(N(C1=CC=2N(C(=N1)N)N=C(N2)C=2OC=CN2)C(C(N2CCN(CC2)C2=CC=C(C=C2)OC(C(OC([2H])([2H])[2H])([2H])[2H])([2H])[2H])([2H])[2H])([2H])[2H])([2H])([2H])[2H]